(3-methyl-2-(pyridin-2-yl)-1H-pyrrolo[3,2-b]pyridin-5-yl)methylamine CC1=C(NC=2C1=NC(=CC2)CN)C2=NC=CC=C2